4,4,4-trifluoro-3-methyl-N-((R)-1-(1-((2-(trimethylsilyl)ethoxy)methyl)-1H-benzo[d]imidazol-5-yl)ethyl)butanamide FC(C(CC(=O)N[C@H](C)C1=CC2=C(N(C=N2)COCC[Si](C)(C)C)C=C1)C)(F)F